2-(2,6-dioxo-3-piperidyl)-5-fluoro-1,3-isoindolinedione O=C1NC(CCC1N1C(C2=CC=C(C=C2C1=O)F)=O)=O